C(CC(CC)N)N pentane-1,3-Diamine